5-bromo-1-(2-(3-(4-fluorophenyl)pyrrolidin-1-yl)-2-oxoethyl)pyridin-2(1H)-one BrC=1C=CC(N(C1)CC(=O)N1CC(CC1)C1=CC=C(C=C1)F)=O